N-[(4-Methoxyphenyl)methyl]-4-oxo-4-(1-phenyl-3,4-dihydro-1H-isoquinolin-2-yl)butyric acid amide COC1=CC=C(C=C1)CNC(CCC(N1C(C2=CC=CC=C2CC1)C1=CC=CC=C1)=O)=O